C(C(=C)C)(=O)O MethAcrylic acid